ClC=1C(=C(C(=C(C1)S(=O)C1=C(C(=C(C(=C1)Cl)O)O)O)O)O)O Bis(5-chloro-2,3,4-trihydroxyphenyl) sulfoxide